C(\C=C\C(=O)O)(=O)O.FC1=C2C(=CNC2=CC=C1OC)CCN(C(C)C)C N-(2-(4-fluoro-5-methoxy-1H-indol-3-yl)ethyl)-N-methylpropan-2-amine fumarate